Benzoyl-octanediamine C(C1=CC=CC=C1)(=O)C(CCCCCCC)(N)N